1-fluoro-N-methyl-N'-((6-(trifluoromethyl)pyridazin-3-yl)methyl)cyclopropane-1-carbohydrazide FC1(CC1)C(=O)N(NCC=1N=NC(=CC1)C(F)(F)F)C